C(C)OC(C(CC=1C=C(C=C(C1)CP(=O)(OCC)OCC)C1=CC=CC=C1)N)=O (-)-α-amino-3-(5-(diethoxyphosphinyl)methyl-[1,1'-biphenyl]-3-yl)propanoic acid ethyl ester